N-(2-(2-(cyclopropanesulfonylamino)thiazol-4-yl)propan-2-yl)-2-fluoro-4-(6-(trifluoromethyl)pyrazin-2-yl)benzamide C1(CC1)S(=O)(=O)NC=1SC=C(N1)C(C)(C)NC(C1=C(C=C(C=C1)C1=NC(=CN=C1)C(F)(F)F)F)=O